1-oxohexan O=CCCCCC